3-(2-amino-ethylamino)propylamine NCCNCCCN